(4-hydroxy-3-ethoxyphenyl)-1,3-dioxolane OC1=C(C=C(C=C1)C1OCCO1)OCC